8-chloro-3-(4-(prop-2-yn-1-yloxy)phenyl)imidazo[1,2-a]pyrazine ClC=1C=2N(C=CN1)C(=CN2)C2=CC=C(C=C2)OCC#C